1-(5-adamantan-1-yl-2,4-dimethoxy-phenyl)-ethanone C12(CC3CC(CC(C1)C3)C2)C=2C(=CC(=C(C2)C(C)=O)OC)OC